C(=C)C=1OC(=CN1)C1=CC=C(C=C1)C=1N=C(C2=C(N1)NC=C2)N 4-(2-vinyloxazol-5-yl)phenyl-7H-pyrrolo[2,3-d]pyrimidin-4-amine